4-(1-{(S)-2-amino-1-[p-(trifluoromethyl)phenyl]ethyl}-1H-pyrazol-4-yl)-3-(p-chlorophenyl)-2-pyridinamine NC[C@H](C1=CC=C(C=C1)C(F)(F)F)N1N=CC(=C1)C1=C(C(=NC=C1)N)C1=CC=C(C=C1)Cl